2-(2,7-Diazaspiro[3.5]nonan-2-yl)ethanol 2,2,2-trifluoroacetic acid salt FC(C(=O)O)(F)F.C1N(CC12CCNCC2)CCO